C(C)N(C(=O)N[C@H](C(=O)O)CCN(CCCCC1=NC=2NCCCC2C=C1)CCOC1=CC=C(C=C1)OC)CC (2S)-2-(diethylcarbamoylamino)-4-[2-(4-methoxyphenoxy)ethyl-[4-(5,6,7,8-tetrahydro-1,8-naphthyridin-2-yl)butyl]amino]butanoic acid